NC1=C(C(=NN1[C@@H]1CN(CC1)C(=O)OC(C)(C)C)C#CC=1C=C(C(=O)O)C=CC1Cl)C(N)=O (S)-3-((5-amino-1-(1-(tert-butoxycarbonyl)pyrrolidin-3-yl)-4-carbamoyl-1H-pyrazol-3-yl)ethynyl)-4-chlorobenzoic acid